3,3-diethyl-4-hydroxy-2H,3H,5H-benzo[g]indole-2,5-dione C(C)C1(C(N=C2C3=C(C(C(=C12)O)=O)C=CC=C3)=O)CC